C(C1=CC=CC=C1)N1CC(OCCC1)CN1CCC(CC1)C1=CC=CC=C1 4-benzyl-2-[(4-phenylpiperidin-1-yl)methyl]-1,4-oxazepane